CN1N=CC(=C1)C=1C=C2C(=CC=NC2=CC1)C(=O)O 6-(1-methyl-1H-pyrazol-4-yl)quinoline-4-carboxylic acid